2-((2-Ethyl-6-fluoro-5-(piperazin-1-yl)pyrazolo[1,5-a]pyridin-3-yl)(methyl)amino)-4-(4-fluorophenyl)thiazole-5-carbonitrile C(C)C1=NN2C(C=C(C(=C2)F)N2CCNCC2)=C1N(C=1SC(=C(N1)C1=CC=C(C=C1)F)C#N)C